CC=1C=C(C=C(C1)C)P(CCP(C1=CC(=CC(=C1)C)C)C1=CC(=CC(=C1)C)C)C1=CC(=CC(=C1)C)C 1,2-bis[bis(3,5-dimethylphenyl)phosphino]ethane